tert-Butyl 7,7-difluoro-6-(3'-(methoxycarbonyl)-5'-(4-(4-(trifluoromethyl)phenyl)-1H-1,2,3-triazol-1-yl)-[1,1'-biphenyl]-4-yl)-3-azabicyclo[4.1.0]heptane-3-carboxylate FC1(C2(CCN(CC12)C(=O)OC(C)(C)C)C1=CC=C(C=C1)C1=CC(=CC(=C1)N1N=NC(=C1)C1=CC=C(C=C1)C(F)(F)F)C(=O)OC)F